(S)-2-(3-aminopyrrolidin-1-yl)-N-(2-morpholino-5-(piperidin-1-yl)thiazolo[4,5-b]pyridin-6-yl)oxazole-4-carboxamide N[C@@H]1CN(CC1)C=1OC=C(N1)C(=O)NC=1C=C2C(=NC1N1CCCCC1)N=C(S2)N2CCOCC2